N-(6-chloropyridin-2-yl)-5-(2-(((1s,4s)-4-hydroxycyclohexyl)amino)-2-oxoacetyl)-1,2,4-trimethyl-1H-pyrrole-3-carboxamide ClC1=CC=CC(=N1)NC(=O)C1=C(N(C(=C1C)C(C(=O)NC1CCC(CC1)O)=O)C)C